C(C1=CC=CC=C1)OC1=C2C=CN(C2=CC=C1)C1OC(OC1)=O 4-(4-(benzyloxy)-1H-indol-1-yl)-1,3-dioxolan-2-one